FC1=C2C(NC(=NC2=CC(=C1)OCC1CCOCC1)CS[C@@H]1C[C@H](C1)O)=O 5-Fluoro-2-((((trans)-3-hydroxycyclobutyl)thio)methyl)-7-((tetrahydro-2H-pyran-4-yl)methoxy)quinazolin-4(3H)-one